2,3-dimethyl-7-[(2R,4S)-2-[1-(oxetan-3-yl)pyrazol-4-yl]tetrahydropyran-4-yl]-9-[3-(trifluoromethyl)-1-bicyclo[1.1.1]pentanyl]pyrimido[1,2-b]pyridazin-4-one CC=1N=C2N(N=C(C=C2C23CC(C2)(C3)C(F)(F)F)[C@@H]3C[C@@H](OCC3)C=3C=NN(C3)C3COC3)C(C1C)=O